OCCN(CCO)CCO trishydroxyethyl-ammonia